S1C=NC(=C1)CN1C=CC2=CC(=CC=C12)C(C(=O)N)=C (1-(thiazol-4-ylmethyl)-1H-indol-5-yl)acrylamide